5-fluoro-1-methyl-4-(tributylstannyl)-1H-imidazole FC1=C(N=CN1C)[Sn](CCCC)(CCCC)CCCC